C(C)(C)(C)N1N=CC(=C1F)C(=O)NC1=C(C=C(C(=C1)C1=CC=2N(C(=C1)N1CCOCC1)N=C(N2)C2CC2)C)F 1-(Tert-butyl)-N-(5-(2-cyclopropyl-5-morpholino-[1,2,4]triazolo[1,5-a]pyridin-7-yl)-2-fluoro-4-methylphenyl)-5-fluoro-1H-pyrazole-4-carboxamide